2-nitro-5-[4-(1-piperidinyl)-1-piperidinyl]pyridine [N+](=O)([O-])C1=NC=C(C=C1)N1CCC(CC1)N1CCCCC1